C=1N=CN2C1C1=CC=CC=C1[C@H]2C2C(CC2)O 2-((R)-5H-imidazo[5,1-a]isoindol-5-yl)cyclobutan-1-ol